C(C)O[Si](CCCN(CCN)CCC[Si](OCC)(OCC)OCC)(OCC)OCC N,N-bis[3-(triethoxysilyl)propyl]ethane-1,2-diamine